NC1=C(C(N(C2=CC(=CC=C12)OC(F)(F)F)C1=C(C=C(C=C1)N)C)=O)C(=O)OC methyl 4-amino-1-(4-amino-2-methylphenyl)-2-oxo-7-(trifluoro methoxy)-1,2-dihydroquinoline-3-carboxylate